2-[2-(1,1-difluoroethyl)-4-methylpyrimidin-5-yl]sulfonyl-6-[[(3S)-oxolan-3-yl]methyl]-2,6-diazaspiro[3.3]heptane FC(C)(F)C1=NC=C(C(=N1)C)S(=O)(=O)N1CC2(C1)CN(C2)C[C@H]2COCC2